ClC1=CC(=C(C=C1)C1(OC2=C(O1)C=CC=C2C2=C(C=C(CC1=NC3=C(N1C[C@H]1OCC1)C=C(C=C3)C(=O)O)C=C2)F)C)F 2-(4-(2-(4-chloro-2-fluorophenyl)-2-methylbenzo[d][1,3]dioxol-4-yl)-3-fluorobenzyl)-1-(((S)-oxetan-2-yl)methyl)-1H-benzo[d]imidazol-6-carboxylic Acid